C(C)(C)(C)C1=CC(=NO1)NC(=O)NC1=CC=C(C=C1)NC1=NC=NC2=C1OC(C(N2)=O)(C)C 1-(5-(tert-butyl)isoxazol-3-yl)-3-(4-((6,6-dimethyl-7-oxo-7,8-dihydro-6H-pyrimido[5,4-b][1,4]oxazin-4-yl)amino)phenyl)urea